2,2'-((2-((2-(3-(2-((2-(bis(cyanomethyl)amino)ethyl)(cyanomethyl)amino)ethyl)-2-oxoimidazolidin-1-yl)ethyl)amino)ethyl)azanediyl)diacetonitrile C(#N)CN(CCN(CCN1C(N(CC1)CCNCCN(CC#N)CC#N)=O)CC#N)CC#N